OC(COC1=C(C=C2C(C(OCC2=C1)C)=O)OC)CN1CCN(CC1)C1=CC=CC=C1 7-(2-hydroxy-3-(4-phenylpiperazin-1-yl)propoxy)-6-methoxy-3-methylisochroman-4-one